CC1=CC2=C(NN=N2)C=C1 5-methyl-benzotri-azole